N([C@@H](CCCNC(N)=N)C(=O)O)C(C(=O)O)C(O)(C(=O)O)CC(=O)O argininocitric acid